(+-)-3-((tosyloxy)methyl)piperidine-1-carboxylic acid tert-butyl ester C(C)(C)(C)OC(=O)N1C[C@@H](CCC1)COS(=O)(=O)C1=CC=C(C)C=C1 |r|